C12CC(CC(CC1)N2)NC=2SC1=C(C=NC(=C1)C1=CC3=CN(N=C3C(=C1)F)C)N2 N-[(3-exo)-8-azabicyclo[3.2.1]oct-3-yl]-6-(7-fluoro-2-methyl-2H-indazol-5-yl)[1,3]thiazolo[4,5-c]pyridin-2-amine